N,N'-bis{2-[(9Z)-octadec-9-enoyloxy]Ethyl}ethane-1,2-diaminium bisBromide [Br-].[Br-].C(CCCCCCC\C=C/CCCCCCCC)(=O)OCC[NH2+]CC[NH2+]CCOC(CCCCCCC\C=C/CCCCCCCC)=O